CC1=CC=C(C=C1)OC(=O)C(C)C P-TOLYL ISOBUTYRATE